3-trifluoromethyl-4-((3,5-dicyclohexylphenyl)(methyl)amino)-benzoic acid methyl ester COC(C1=CC(=C(C=C1)N(C)C1=CC(=CC(=C1)C1CCCCC1)C1CCCCC1)C(F)(F)F)=O